NC1=NC2=CC(=CC=C2C(=N1)N[C@@H](CO)CCCC)C(=O)OC methyl (R)-2-amino-4-((1-hydroxyhexan-2-yl)amino)quinazoline-7-carboxylate